Cl.Cl.FC=1C=C(CN2N=NC(=C2)C2CCNCC2)C=CC1 4-(1-(3-fluorobenzyl)-1H-1,2,3-triazol-4-yl)piperidine dihydrochloride